tert-Butyl 7-benzyl-5-oxo-6,8-dihydro-1,7-naphthyridine-6-carboxylate C(C1=CC=CC=C1)N1C(C(C=2C=CC=NC2C1)=O)C(=O)OC(C)(C)C